ClC=1C=NC=C(C1C(C)OC=1C=C2C(=NNC2=CC1)C1=NC2=C(CN(CC2)C(=O)N2CCN(CC2)C)N1)Cl (2-(5-(1-(3,5-Dichloropyridin-4-yl)ethoxy)-1H-indazol-3-yl)-3,4,6,7-tetrahydro-5H-imidazo[4,5-c]pyridin-5-yl)(4-methylpiperazin-1-yl)methanone